FC1=CC=C(C=C1)N1C(=C(C2=C1C=C1C=NN(C1=C2)C)C2=CC=C(C(=O)O)C=C2)C2CCOCC2 4-[5-(4-fluorophenyl)-1-methyl-6-tetrahydropyran-4-yl-pyrrolo[2,3-f]indazol-7-yl]benzoic Acid